O=C1NCC2=CC=CC=C2C1 3-oxo-1,2,3,4-tetrahydroisoquinolin